CC=1C=C(C=C2C(NC(=NC12)C1=CC=2N(C=N1)C=CC2)=O)CC(=O)N2CCOCC2 8-Methyl-6-(2-morpholino-2-oxo-ethyl)-2-pyrrolo[1,2-c]pyrimidin-3-yl-3H-quinazolin-4-one